[4-bromo-2-(trifluoromethyl)phenyl]-imino-methyl-oxo-λ6-sulfane Iodobenzenediacetate IC1=C(C(=CC=C1)CC(=O)O)CC(=O)O.BrC1=CC(=C(C=C1)S(=O)(C)=N)C(F)(F)F